C(C)C(C1=CC(=CC(=C1)OC)CN1N=CC=2C1=NC(=NC2N)OCCO)P([O-])(=O)C (ethyl 3-((4-amino-6-(2-hydroxyethoxy)-1H-pyrazolo[3,4-d]pyrimidin-1-yl)methyl)-5-methoxybenzyl)(methyl)phosphinate